FC[C@@H](C)OC1=CC(=CC2=C1C(N1[C@@H](CO2)C[C@@H](C1)OC1=NC=C2CCC(NC2=C1)=O)=O)C (2S,11aR)-6-(((R)-1-Fluoropropan-2-yl)oxy)-8-methyl-2-((2-oxo-1,2,3,4-tetrahydro-1,6-naphthyridin-7-yl)oxy)-2,3,11,11a-tetrahydro-1H,5H-benzo[f]pyrrolo[2,1-c][1,4]oxazepin-5-one